(1'S,14R)-6-Fluorospiro[8,12-dioxa-21-azatetracyclo[14.3.1.110,13.02,7]henicosa-1(19),2,4,6,10,13(21),16(20),17-octaene-14,3'-cyclopentane]-1'-amine FC=1C=CC=C2C3=CC=CC(C[C@]4(C[C@H](CC4)N)C=4OC=C(COC12)N4)=C3